9-(5,6,7,8-tetrahydro-1,8-naphthyridin-2-yl)-2-(tetrahydrofuran-3-carboxamido)nonanoic acid N1=C(C=CC=2CCCNC12)CCCCCCCC(C(=O)O)NC(=O)C1COCC1